C(#N)CNC1=NC(=C(C=2CN(CCC12)CC=1C(=NC(=CC1)OCC(F)F)C)C#N)OC 1-(cyanomethylamino)-6-[[6-(2,2-difluoroethoxy)-2-methyl-3-pyridyl]methyl]-3-methoxy-7,8-dihydro-5H-2,6-naphthyridine-4-carbonitrile